COC1=CC(=CC(=C1O)OC)C2=CC(=O)C3=C(C=C(C=C3O2)O)O The molecule is the 3',5'-di-O-methyl ether of tricetin. Known commonly as tricin, it is a constituent of rice bran and has been found to potently inhibit colon cancer cell growth. It has a role as an EC 1.14.99.1 (prostaglandin-endoperoxide synthase) inhibitor and a metabolite. It is a trihydroxyflavone, a dimethoxyflavone and a member of 3'-methoxyflavones. It derives from a tricetin. It is a conjugate acid of a 3',5'-di-O-methyltricetin(1-).